5-(pentafluoro-λ6-sulfanyl)-1-tosyl-1H-indole FS(C=1C=C2C=CN(C2=CC1)S(=O)(=O)C1=CC=C(C)C=C1)(F)(F)(F)F